(4S,5S)-4-hydroxy-5-methyl-1-{[4-(4-methylphenoxy)phenyl]methyl}pyrrolidin-2-one O[C@H]1CC(N([C@H]1C)CC1=CC=C(C=C1)OC1=CC=C(C=C1)C)=O